FC(CCCNC[C@H](O)C1=CC(=C(C=C1)O)CO)(CCOCCCCC1=CC=CC=C1)F 4-((1R)-2-{[4,4-difluoro-6-(4-phenylbutoxy)hexyl]amino}-1-hydroxy-ethyl)-2-(hydroxymethyl)phenol